[N-](S(=O)(=O)C(F)(F)F)S(=O)(=O)C(F)(F)F.CN1CNCC1 3-methylimidazoline bis(trifluoromethylsulfonyl)imide